N-oleyl-1,3-diaminopropane C(CCCCCCC\C=C/CCCCCCCC)NCCCN